O=C1NC=C(C(N1)=O)C(=O)[O-] 2,4-dioxo-1,2,3,4-tetrahydro-pyrimidine-5-carboxylate